(R)-2-(3-((1-(3-methoxycyclobutyl)piperidin-3-yl)amino)-5-methyl-1,2,4-triazin-6-yl)-5-(trifluoromethyl)phenol COC1CC(C1)N1C[C@@H](CCC1)NC=1N=NC(=C(N1)C)C1=C(C=C(C=C1)C(F)(F)F)O